5-fluoro-N-(2-fluorophenyl)-4-[4-methyl-5-oxo-3-(trifluoromethyl)-4,5-dihydro-1H-1,2,4-triazol-1-yl]-2-{[(2S)-1,1,1-trifluoropropan-2-yl]oxy}benzamide FC=1C(=CC(=C(C(=O)NC2=C(C=CC=C2)F)C1)O[C@H](C(F)(F)F)C)N1N=C(N(C1=O)C)C(F)(F)F